C1(=CC=CC=C1)C#CC1=CC=C(C=C1)SCl phenyl-(p-chlorothiophenyl)acetylene